2-((2,2-dioxido-2-thiaspiro[3.3]heptan-6-yl)amino)pyrimidin O=S1(CC2(C1)CC(C2)NC2=NC=CC=N2)=O